O1C=NCC1 1,3-OXAZOLINE